2-(5-(2,4-dichlorophenyl)thiophen-2-yl)-N-(4-fluorophenethyl)acetamide ClC1=C(C=CC(=C1)Cl)C1=CC=C(S1)CC(=O)NCCC1=CC=C(C=C1)F